(E)-3-(3-([1,1'-biphenyl]-3-yl)acryloyl)oxazolidin-2-one-5,5-d2 ethyl-4-((2H-tetrazol-5-yl)thio)-2,2-difluoro-4-phenylbutyrate C(C)OC(C(CC(C1=CC=CC=C1)SC=1N=NNN1)(F)F)=O.C1(=CC(=CC=C1)/C=C/C(=O)N1C(OC(C1)([2H])[2H])=O)C1=CC=CC=C1